1-(3-ethoxy-4-hydroxyphenyl)-N-(4-methoxybenzyl)methanimine oxide C(C)OC=1C=C(C=CC1O)C=[N+](CC1=CC=C(C=C1)OC)[O-]